FC(OC1=CC=C(C=C1)C1=CC=C(C=C1)SC=1N=NNC1C(=O)OC1COC1)(F)F oxetan-3-yl 4-((4'-(trifluoromethoxy)-[1,1'-biphenyl]-4-yl)thio)-1H-1,2,3-triazole-5-carboxylate